5-chlorobenzotriazole chloride [Cl-].ClC1=CC2=C(NN=N2)C=C1